3-(4-isopropyl-6-methylcyclohex-1-en-1-yl)propanal C(C)(C)C1CC=C(C(C1)C)CCC=O